2-bromo-5-(tert-butyl)-1,3-dimethylbenzene BrC1=C(C=C(C=C1C)C(C)(C)C)C